FC=1C=C(C(=NC1)N1CCN(CC1)[C@@H]1CC2(CN(C2)C(=O)OCC)CC1)C=1SC=NN1 ethyl (6S)-6-[4-[5-fluoro-3-(1,3,4-thiadiazol-2-yl)-2-pyridyl]piperazin-1-yl]-2-azaspiro[3.4]octane-2-carboxylate